methyl (E)-3-(3-(1-chloro-3-methyl-2-oxooct-7-yn-3-yl)phenyl)acrylate ClCC(C(CCCC#C)(C)C=1C=C(C=CC1)/C=C/C(=O)OC)=O